S1C(=CC=C1)CCCCCCCCO thioloctanol